FC=1C=C(C=C(C1)F)[C@H](CC)N1C(=NC(C(=C1O)CC1=CC=C(C=C1)C=1C(=NC=CC1)C)=O)C1=NN(C=C1)CC 1-[(1S)-1-(3,5-difluorophenyl)propyl]-2-(1-ethyl-1H-pyrazol-3-yl)-6-hydroxy-5-{[4-(2-methylpyridin-3-yl)phenyl]methyl}-1,4-dihydropyrimidin-4-one